[N+](=O)([O-])C1=CC=C(C=C1)NC(=N)N 1-(4-nitrophenyl)guanidine